5-(trifluoromethyl)picolinic acid ethyl ester C(C)OC(C1=NC=C(C=C1)C(F)(F)F)=O